[C@@H]1(C[C@H](O)[C@@H](CO)O1)N1C=NC=2C(=O)NC(N)=NC12 2'-deoxyguanosine